tert-butyl (S)-2-(7-chloro-2-(1-methyl-1H-pyrazol-5-yl)-1,2,3,4-tetrahydroisoquinolin-5-yl)pyrrolidine-1-carboxylate ClC1=CC(=C2CCN(CC2=C1)C1=CC=NN1C)[C@H]1N(CCC1)C(=O)OC(C)(C)C